2-(4'-cyano-biphenyl-4-yl)-6-{4-(4,6-diphenyl-[1,3,5]triazin-2-yl)-phenyl}-benzoxazole C(#N)C1=CC=C(C=C1)C1=CC=C(C=C1)C=1OC2=C(N1)C=CC(=C2)C2=CC=C(C=C2)C2=NC(=NC(=N2)C2=CC=CC=C2)C2=CC=CC=C2